C(#N)C[C@@H]1N(CCN(C1)C=1C2=C(N=C(N1)OC[C@H]1N(CCC1)C)CN(CC2)C2=C(C(=CC=C2)C)C(F)(F)F)C(=O)OCC2=CC=CC=C2 benzyl (S)-2-(cyanomethyl)-4-(7-(3-methyl-2-(trifluoromethyl)phenyl)-2-(((S)-1-methylpyrrolidin-2-yl)methoxy)-5,6,7,8-tetrahydropyrido[3,4-d]pyrimidin-4-yl)piperazine-1-carboxylate